BrC1=CC=C(C(=N1)OC)COC1=CC=CC(=N1)C1=CC(=C(CC2=NC3=C(N2C[C@H]2OCC2)C=C(C=C3)C(=O)OC)C=C1F)F Methyl (S)-2-(4-(6-((6-bromo-2-methoxypyridin-3-yl)methoxy)pyridin-2-yl)-2,5-difluorobenzyl)-1-(oxetan-2-ylmethyl)-1H-benzo[d]imidazole-6-carboxylate